ClC1=C(C=CC=C1)C1=C(C=NN1)C(=O)NC1=CC(=CC=C1)C(F)(F)F 5-(2-chlorophenyl)-N-(3-(trifluoromethyl)phenyl)-1H-pyrazole-4-carboxamide